6-((1-(cyclopropylsulfonyl)cyclopropyl)methyl)-1-(2-hydroxyethyl)-7-oxo-4,5,6,7-tetrahydro-1H-pyrazolo[3,4-c]pyridine-3-carboxamide C1(CC1)S(=O)(=O)C1(CC1)CN1C(C2=C(CC1)C(=NN2CCO)C(=O)N)=O